bis(2-octyldodecyl) 3,3'-((4-(4-methylpiperazin-1-yl)butyl)azanediyl)dipropionate CN1CCN(CC1)CCCCN(CCC(=O)OCC(CCCCCCCCCC)CCCCCCCC)CCC(=O)OCC(CCCCCCCCCC)CCCCCCCC